(R)-6-(7-(4-Fluorobenzoyl)-8-methyl-3-(3-methyl-1,2,4-thiadiazol-5-yl)-5,6,7,8-Tetrahydroimidazo[1,5-a]pyrazin-1-yl)-2H-pyran-2-one FC1=CC=C(C(=O)N2[C@@H](C=3N(CC2)C(=NC3C3=CC=CC(O3)=O)C3=NC(=NS3)C)C)C=C1